(3,4'-dimethyl-[2,3'-bipyridine]-2'-yl)((1S,4R,6R)-6-((5-(trifluoromethyl)pyridin-2-yl)oxy)-2-azabicyclo[2.2.1]hept-2-yl)methanone CC=1C(=NC=CC1)C=1C(=NC=CC1C)C(=O)N1[C@@H]2[C@@H](C[C@H](C1)C2)OC2=NC=C(C=C2)C(F)(F)F